tert-butyl 6-(3-cyano-4-(5-methyl-1-(tetrahydro-2H-pyran-2-yl)-1H-indazol-4-yl) naphthalen-2-yl)-2,6-diazaspiro[3.4]octane-2-carboxylate C(#N)C=1C(=CC2=CC=CC=C2C1C1=C2C=NN(C2=CC=C1C)C1OCCCC1)N1CC2(CN(C2)C(=O)OC(C)(C)C)CC1